N1=CC=C2N1CCCN2C=2C=NC=1CCN(CC1C2)C2=C(C=C(N=N2)C(=O)N2CC(C2)(C)O)C (6-(3-(6,7-dihydropyrazolo[1,5-a]pyrimidin-4(5H)-yl)-7,8-dihydro-1,6-naphthyridin-6(5H)-yl)-5-methylpyridazin-3-yl)(3-hydroxy-3-methylazetidin-1-yl)methanone